allyl 8-(4'-chloro-2-methylsulfanyl-spiro[6,8-dihydro-5H-quinazoline-7,1'-indane]-4-yl)-3,8-diazabicyclo[3.2.1]octane-3-carboxylate ClC1=C2CCC3(C2=CC=C1)CCC=1C(=NC(=NC1C3)SC)N3C1CN(CC3CC1)C(=O)OCC=C